[Si](C)(C)(C(C)(C)C)OCC=1N=NC(=CC1NC1=CC(=NC=N1)NC(=O)C1CC(C1)N1CC2C(C(C1)C2)C(=O)OC)C2=C(C=CC(=C2)Cl)F methyl 3-[3-({6-[(3-{[(tert-butyldimethylsilyl)oxy]methyl}-6-(5-chloro-2-fluorophenyl)pyridazin-4-yl)amino]pyrimidin-4-yl}carbamoyl)cyclobutyl]-3-azabicyclo[3.1.1]heptane-6-carboxylate